4-(3-cyano-6-(1-methyl-1H-pyrazol-4-yl) pyrazolo[1,5-a]pyridin-4-yl)-3-methoxyphenyl trifluoromethanesulfonate FC(S(=O)(=O)OC1=CC(=C(C=C1)C=1C=2N(C=C(C1)C=1C=NN(C1)C)N=CC2C#N)OC)(F)F